(1-methoxyisoquinolin-5-yl)-5-(trifluoromethyl)-1H-pyrazole-4-carbonitrile COC1=NC=CC2=C(C=CC=C12)N1N=CC(=C1C(F)(F)F)C#N